(4S,5R)-3-((R)-2-((5Z,8Z,11Z,14Z,17Z)-eicosa-5,8,11,14,17-pentaenylthio)butanoyl)-4-methyl-5-phenylOxazolidin-2-one C(CCC\C=C/C\C=C/C\C=C/C\C=C/C\C=C/CC)S[C@@H](C(=O)N1C(O[C@@H]([C@@H]1C)C1=CC=CC=C1)=O)CC